C1CC12NC(CCC2)([2H])[2H] 4-azaspiro[2.5]octane-5,5-d2